4-((1H-indazol-5-yl)oxy)-N-(3-methoxypropyl)-7-((trifluoromethyl)sulfonyl)-2,3-dihydro-1H-inden-1-imine N1N=CC2=CC(=CC=C12)OC1=C2CCC(C2=C(C=C1)S(=O)(=O)C(F)(F)F)=NCCCOC